2-methyl-4-bromo-5-fluoroaniline CC1=C(N)C=C(C(=C1)Br)F